C(=O)C1CCN(CC1)C1=CC=C(C=C1)[C@@H]1[C@@H](CCCC2=C1C=CC(=C2)C(=O)O)C2=CC=CC=C2 (5S,6R)-5-[4-(4-formyl-1-piperidyl)phenyl]-6-phenyl-6,7,8,9-tetrahydro-5H-benzo[7]annulene-2-carboxylic acid